2-azidoethyl bromide N(=[N+]=[N-])CCBr